C1(CC1)COC=1C=C(C=CC1OC(F)F)C1=CN=CC(=N1)C1C[C@@H](N(C1)C(C)=O)CO 1-((2R)-4-(6-(3-(cyclopropylmethoxy)-4-(difluoromethoxy)phenyl)pyrazin-2-yl)-2-(hydroxymethyl)pyrrolidin-1-yl)ethan-1-one